C(CCCCCCCCCCC)(=O)OOCCl chloromethoxy laurate